FC1=CC=C(COC=2C=C(OC[C@@H](CNCCOCCOCCOCCOCCOCCNC=3C=C(C=C(C3)Cl)NC3=NC4=C(C5=CN=CC=C35)C=CC(=C4)C(=O)OC)O)C=CC2OCC2=CC=C(C=C2)F)C=C1 methyl (R)-5-((3-((21-(3,4-bis((4-fluorobenzyl)oxy)phenoxy)-20-hydroxy-3,6,9,12,15-pentaoxa-18-azahenicosyl)amino)-5-chlorophenyl)amino)benzo[c][2,6]naphthyridine-8-carboxylate